4-fluoro-6-(2-methanesulfonylethoxy)indane-2-carbaldehyde FC1=C2CC(CC2=CC(=C1)OCCS(=O)(=O)C)C=O